N1(C=CCC1)C(C=CC)=O 1-(pyrrolin-1-yl)but-2-en-1-one